COC(\C(=N/O)\N)=O.C1(=CC=CC=C1)C1=CC(=CC(=C1)C=1C2=CC=CC=C2C(=C2C=CC(=CC12)C1=CC=C(C=C1)C1=NC2=C(N1C1=CC=CC=C1)C=CC=C2)C=2C=C(C=C(C2)C2=CC=CC=C2)C2=CC=CC=C2)C2=CC=CC=C2 2-(4-(9,10-di([1,1':3',1''-terphenyl]-5'-yl)anthracen-2-yl)phenyl)-1-phenyl-1H-benzo[d]imidazole methyl-(E)-2-amino-2-(hydroxyimino)acetate